4-(chlorosulfonyl)-3-fluoro-1-methyl-1H-pyrrole-2-carboxylic acid ethyl ester C(C)OC(=O)C=1N(C=C(C1F)S(=O)(=O)Cl)C